ClC=1N=C(N2N=C(N=CC21)N[C@@H]2[C@@H](CN(CC2)S(=O)(=O)C)F)C(C(C)(O)C)C 3-(5-chloro-2-{[(3R,4S)-3-fluoro-1-methanesulfonylpiperidin-4-yl]amino}imidazo[4,3-f][1,2,4]triazin-7-yl)-2-methylbutan-2-ol